12-(benzyloxy)-3-(((tert-butyldimethylsilyl)oxy)methyl)-1,11-dioxo-N-(2,4,6-trifluorobenzyl)-1,4,5,6,7,11-hexahydro-3H-2,7-methanopyrido[1,2-a][1,4]diazonine-10-carboxamide C(C1=CC=CC=C1)OC=1C(C(=CN2C1C(N1C(CCCC2C1)CO[Si](C)(C)C(C)(C)C)=O)C(=O)NCC1=C(C=C(C=C1F)F)F)=O